CC1(CC2=C(O1)C(=CC(=C2)C)C)CC(=O)Cl 2,5,7-trimethyl-3-benzofuranacetyl chloride